N[C@@H]1C2=CC=CC=C2CC12CCN(CC2)C2=C(NC(C=N2)=CCCC2=CC=C(C=C2)OC)CO (S)-(3-(1-amino-1,3-dihydrospiro[indene-2,4'-piperidine]-1'-yl)-6-(3-(4-methoxyphenyl)propyl-1-yl)pyrazin-2-yl)methanol